ClC1=CC=C(CNC(=O)NC2CC3(C2)CC(C3)CC3=NC=CN=C3)C=C1 1-(4-chlorobenzyl)-3-(6-(pyrazin-2-ylmethyl)spiro[3.3]hept-2-yl)urea